6-(dodecyloxy)-6-oxohexan-1-aminium chloride [Cl-].C(CCCCCCCCCCC)OC(CCCCC[NH3+])=O